C(CNC(SC(N(C)C)=O)=S)NC(SC(N(C)C)=O)=S.[Zn] zinc bis(dimethylcarbamoyl) ethylene-bis(dithiocarbamate)